4,5,6-trifluoro-N-(4-(1-(2-((2-hydroxy-2-methylpropyl)amino)-2-oxoacetyl)piperidin-4-yl)phenyl)isoindoline-2-carboxamide FC1=C2CN(CC2=CC(=C1F)F)C(=O)NC1=CC=C(C=C1)C1CCN(CC1)C(C(=O)NCC(C)(C)O)=O